6-((4-((3-(5-(2-hydroxyprop-2-yl)pyrazin-2-yl)-2-methoxyphenyl)amino)-5-propionyl-Pyridin-2-yl)amino)pyridinenitrile OC(C)(C)C=1N=CC(=NC1)C=1C(=C(C=CC1)NC1=CC(=NC=C1C(CC)=O)NC1=CC=CC(=N1)C#N)OC